2-((Furan-2-ylmethyl)amino)-4-methoxybenzoic Acid O1C(=CC=C1)CNC1=C(C(=O)O)C=CC(=C1)OC